2-(6-((2S,5R)-4-(1-(3-cyclopropylphenyl)ethyl)-2,5-dimethylpiperazin-1-yl)-9-ethyl-3-methyl-2-oxo-3,9-dihydro-2H-purin-8-yl)acetonitrile C1(CC1)C=1C=C(C=CC1)C(C)N1C[C@@H](N(C[C@H]1C)C=1C=2N=C(N(C2N(C(N1)=O)C)CC)CC#N)C